ClC1=CC=C(C=C1)NC(N(CCN1CCOCC1)C1=C(C=C(C(=O)NC2=CC=NC=C2)C=C1)C)=O 4-{3-(4-chlorophenyl)-1-[2-(4-morpholinyl)ethyl]ureido}-3-methyl-N-(pyridin-4-yl)benzamide